2-allyl-1-(3,5-dimethylphenyl)pyrrolidine-3-d C(C=C)C1N(CCC1[2H])C1=CC(=CC(=C1)C)C